N1(N=CC=C1)C[C@@H](C)C=1N(C=2C(=C3CC[C@@H](N(C3=CC2)C(=O)OC)C)N1)[C@H]1CS(CC1)(=O)=O methyl (S)-2-((R)-1-(1H-pyrazol-1-yl)propan-2-yl)-3-((R)-1,1-dioxidotetrahydrothiophen-3-yl)-7-methyl-3,7,8,9-tetrahydro-6H-imidazo[4,5-f]quinoline-6-carboxylate